ethyl 3-methyl-4-(methylthio)phenyl (1-methylethyl)-phosphoroamidate CC(C)NP(OCC)(OC1=CC(=C(C=C1)SC)C)=O